[1-[4-(Trifluoromethoxy)phenyl]cyclopropanecarbonyl]isoindoline-1-carboxylic acid FC(OC1=CC=C(C=C1)C1(CC1)C(=O)C1(NCC2=CC=CC=C12)C(=O)O)(F)F